FC1=CC=C(C=C1)N1N=CC2=CC(=C(C=C12)C)N1CCC2(CCN(C2)S(=O)(=O)C=2C=NN(C2)CCC)CC1 8-(1-(4-fluorophenyl)-6-methyl-1H-indazol-5-yl)-2-((1-propyl-1H-pyrazol-4-yl)sulfonyl)-2,8-diazaspiro[4.5]decane